tert-butyl (1S,5S)-6-(4-bromophenyl)-9,9-dimethyl-3,6-diazabicyclo[3.2.2]nonane-3-carboxylate BrC1=CC=C(C=C1)N1[C@@H]2CN(C[C@H](C1)CC2(C)C)C(=O)OC(C)(C)C